3-(2-aminopropoxy)propanoic acid NC(COCCC(=O)O)C